C(C)(C)(C)OC(=O)N1[C@H]2CN([C@@H](C1)C2)C2=C(C=C(C=C2)F)NC(=O)C2=[N+](C(=CC=C2)C2=C(C=CC=C2OC)F)[O-] 2-((2-((1r,4r)-5-(tert-butoxycarbonyl)-2,5-diazabicyclo[2.2.1]hept-2-yl)-5-fluorophenyl)carbamoyl)-6-(2-fluoro-6-methoxyphenyl)pyridine 1-oxide